FC1=CC=C(C=C1)C(N1C[C@@H](N(C[C@H]1C)C1=CC(N(C=2C=CC(=NC12)C#N)C)=O)C)C1=CC(=CC=C1)C 8-[(2s,5r)-4-[(4-fluorophenyl)(3-methylphenyl)methyl]-2,5-dimethylpiperazin-1-yl]-5-methyl-6-oxo-5,6-dihydro-1,5-naphthyridine-2-carbonitrile